2-(2-(cyclopropanesulfonylamino)pyrimidin-4-yl)-N-(4-(6-methoxypyrazin-2-yl)phenyl)-2-methylpropanamide C1(CC1)S(=O)(=O)NC1=NC=CC(=N1)C(C(=O)NC1=CC=C(C=C1)C1=NC(=CN=C1)OC)(C)C